(S)-2-((((9H-fluoren-9-yl)methoxy)carbonyl)amino)-5-(N-methylcyclohexanecarboxamido)pentanoic acid C1=CC=CC=2C3=CC=CC=C3C(C12)COC(=O)N[C@H](C(=O)O)CCCN(C(=O)C1CCCCC1)C